C(C)(C)(C)OC(CC[C@@H](C(=O)N)N1C(C2=CC(=C(C=C2C1)B1OC(C(O1)(C)C)(C)C)F)=O)=O.CC=1C=C(OCCCCCP)C=CC1 dl-m-methylphenoxyamyl-phosphine tert-butyl-(S)-5-amino-4-(6-fluoro-1-oxo-5-(4,4,5,5-tetramethyl-1,3,2-dioxaborolan-2-yl)isoindolin-2-yl)-5-oxopentanoate